NC1(CCN(CC1)C=1C2=C(N=CN1)NC=C2)C(=O)N[C@@H](C)C2=CC=C(C=C2)C(F)(F)F 4-amino-1-(7H-pyrrolo[2,3-d]pyrimidin-4-yl)-N-{(1S)-1-[4-(trifluoromethyl)phenyl]ethyl}piperidine-4-carboxamide